N-(1-phenylethyl)phenothiazine C1(=CC=CC=C1)C(C)N1C2=CC=CC=C2SC=2C=CC=CC12